C1=CC=CC2=NC3=CC=CC=C3C(=C12)CCCCCCCC=1C2=CC=CC=C2N=C2C=CC=CC12 1,7-Bis(9-acridinyl)heptane